[Si](C)(C)(C(C)(C)C)OCCN1N=C(C(=C1C(=O)OCC)I)C ethyl 2-[2-[tert-butyl(dimethyl)silyl]oxyethyl]-4-iodo-5-methyl-pyrazole-3-carboxylate